C(C)C(C(=O)[O-])CCCC.[Cu+2].C(C)C(C(=O)[O-])CCCC copper(II) 2-ethylhexanoate